FC=1C(=NC=CC1)NC(CC[C@H]1C2C3CCC=4C=CC=CC4C3CC[C@@]2(C(C1)=O)C)=O N-(3-fluoropyridin-2-yl)-3-((13S,15R)-13-methyl-17-oxo-7,8,9,11,12,13,14,15,16,17-decahydro-6H-cyclopenta[a]phenanthren-15-yl)propanamide